disodium mevalonate C(C[C@@](O)(C)CCO)(=O)[O-].[Na+].[Na+].C(C[C@@](O)(C)CCO)(=O)[O-]